OC1=C(C=C(C=C1)C(F)(F)F)B(O)O 2-HYDROXY-5-(TRIFLUOROMETHYL)PHENYLBORONIC ACID